C(C1=CC=CC=C1)N1CCC(CC1)NC1=C2C=C(N(C2=CC=C1)CC(F)(F)F)C1=NOC(=N1)CNC(=O)C1CC1 N-[(3-{4-[(1-benzylpiperidin-4-yl)amino]-1-(2,2,2-trifluoroethyl)-1H-indol-2-yl}-1,2,4-oxadiazol-5-yl)methyl]cyclopropanecarboxamide